4-(cyclopropylmethyl)-4H-pyrrolo[2,3-d]thiazole-5-carbaldehyde C1(CC1)CN1C(=CC2=C1N=CS2)C=O